dihydroxynaphthalene compound with benzyl alcohol C(C1=CC=CC=C1)O.OC1=C(C2=CC=CC=C2C=C1)O